ClC1=C(OCC2CNC(O2)=O)C=CC=C1C(=O)N1[C@H](C=2C(CC1)=C(N(N2)C)C2=CC(=CC(=C2)F)F)C 5-[[2-chloro-3-[(7S)-3-(3,5-difluorophenyl)-2,7-dimethyl-5,7-dihydro-4H-pyrazolo[3,4-c]pyridine-6-carbonyl]phenoxy]methyl]oxazolidin-2-one